FC(CC1=C(NC2=C(NC3=C2C(NCC3)=O)C3=C(C=NC=C3)OCC3OCCOC3)C=CC=C1F)F 3-[2-(2,2-Difluoroethyl)-3-fluoro-anilino]-2-[3-(1,4-dioxan-2-ylmethoxy)-4-pyridinyl]-1,5,6,7-tetrahydropyrrolo[3,2-c]pyridin-4-one